CC1=CC=C(C=C1)[B-](C1=CC=C(C=C1)C)(C1=CC=C(C=C1)C)C1=CC=C(C=C1)C.C1(=CC=CC=C1)[P+](C1=CC=CC=C1)(C1=CC=CC=C1)C1=CC=CC=C1 tetraphenyl-phosphonium tetra(4-methylphenyl)borate